C1(=CC=CC=C1)C(C1=CC=CC=C1)=NC1=C(C=C2C(=N1)C=C(N2COCC[Si](C)(C)C)C(=O)O)C 5-((diphenylmethylene)amino)-6-methyl-1-((2-(trimethylsilyl)ethoxy)methyl)-1H-pyrrolo[3,2-b]pyridine-2-carboxylic acid